C(CCCCCC)C1=CC=C(CS)C=C1 p-heptylbenzylmercaptan